ClC1=C(C=CC=C1Br)Br 2-chloro-1,3-dibromobenzene